FC(C(=O)N1CCC(CC1)O)(F)C=1C=C(C(=O)NC2=CC(=NC(=C2)C)F)C=CC1F 3-(1,1-difluoro-2-(4-hydroxypiperidin-1-yl)-2-oxoethyl)-4-fluoro-N-(2-fluoro-6-methylpyridin-4-yl)benzamide